OC1=C(C2=C(N(C1=O)CC=1C=NN(C1)C1=C(C=CC=C1)NS(=O)(=O)C)C=CS2)C(=O)O 6-hydroxy-4-{[1-(2-(methylsulfonamido)phenyl)-1H-pyrazol-4-yl]methyl}-5-oxo-4,5-dihydrothieno[3,2-b]pyridine-7-carboxylic acid